C1(=CC=CC2=CC=CC=C12)C(=O)OC(C)CC sec-butyl naphthalate